C(C)OC1=NC(=NC=C1C(=O)NC=1C=C(C=2N(C1)C=C(N2)C)F)N2CCC1(CN(C1)C)CC2 4-ethoxy-N-(8-fluoro-2-methylimidazo[1,2-a]pyridin-6-yl)-2-(2-methyl-2,7-diazaspiro[3.5]nonan-7-yl)pyrimidine-5-carboxamide